2-(1-(2-(((2-(4-aminopiperidin-1-yl)-7-isopropylimidazo[2,1-f][1,2,4]triazin-4-yl)amino)methyl)-3-chlorophenyl)-1H-pyrazol-3-yl)propan-2-ol Dotriacontyl-acrylate C(CCCCCCCCCCCCCCCCCCCCCCCCCCCCCCC)C(C(=O)OC(C)(C)C1=NN(C=C1)C1=C(C(=CC=C1)Cl)CNC1=NC(=NN2C1=NC=C2C(C)C)N2CCC(CC2)N)=C